S1C=C(C2=NC=CC=C21)C(=O)N thieno[3,2-b]pyridine-3-carboxamide